FC1=NC=CC(=C1)O 2-Fluoro-4-hydroxypyridine